2,5-dichlorobenzothiazole ClC=1SC2=C(N1)C=C(C=C2)Cl